C(=O)C1=NN(C2=CC=CC=C12)C(=O)OC(C)(C)C tert-Butyl 3-formyl-1H-indazole-1-carboxylate